ClC1=CC(=C(C(N)=NO)C=C1S(NC)(=O)=O)NCC=1OC=CC1 4-Chloro-2-((furan-2-ylmethyl)amino)-N'-hydroxy-5-(N-methylsulfamoyl)benzimidamide